(R)-1-((5-fluoro-2-(2-methoxy-7-methylquinoxalin-5-yl)benzo[d]thiazol-6-yl)oxy)propan-2-yl (6-((3-hydroxy-2,2-dimethylpropyl)carbamoyl)pyridin-3-yl)carbamate OCC(CNC(=O)C1=CC=C(C=N1)NC(O[C@@H](COC1=CC2=C(N=C(S2)C2=C3N=CC(=NC3=CC(=C2)C)OC)C=C1F)C)=O)(C)C